CN1N=CC(=C1)C1CCC(CC1)O 4-(1-methylpyrazol-4-yl)cyclohexanol